C(C)C(CC=1OC(=CN1)C=1C=CC(=NC1C1=CC=C2C=CC=NC2=C1)C#N)(CC)F 5-(2-(2-Ethyl-2-fluorobutyl)oxazol-5-yl)-6-(chinolin-7-yl)picolinonitril